ClC1=CC=C(OCC(=O)NCCC2CN(CCC2)C(COC2=CC=C(C=C2)Cl)=O)C=C1 2-(4-chlorophenoxy)-N-(2-(1-(2-(4-chlorophenoxy)acetyl)piperidin-3-yl)ethyl)acetamide